5-(4-Bromo-1H-indazol-7-yl)-N-[(1R,3s,5S)-1,5-dimethyl-8-azabicyclo[3.2.1]octan-3-yl]-N-methyl[1,3]thiazolo[5,4-d][1,3]thiazol-2-amin Hydrochlorid Cl.BrC1=C2C=NNC2=C(C=C1)C=1SC2=C(N1)SC(=N2)N(C)C2C[C@]1(CC[C@@](C2)(N1)C)C